2-((p-tolyl)(p-tert-butylphenyl)methyl)benzofuran C1(=CC=C(C=C1)C(C=1OC2=C(C1)C=CC=C2)C2=CC=C(C=C2)C(C)(C)C)C